N1CCC(CC1)N1C(NC2=NC=C(C=C21)C2CCOCC2)=O 1-(4-piperidyl)-6-tetrahydropyran-4-yl-3H-imidazo[4,5-b]pyridin-2-one